N-(Azetidin-3-yl)-5-((1S,3R)-2-(3-((tert-butyldiphenylsilyl)oxy)-2,2-difluoropropyl)-3-methyl-2,3,4,9-tetrahydro-1H-pyrido[3,4-b]indol-1-yl)thiazol-2-amine N1CC(C1)NC=1SC(=CN1)[C@H]1N([C@@H](CC2=C1NC1=CC=CC=C21)C)CC(CO[Si](C2=CC=CC=C2)(C2=CC=CC=C2)C(C)(C)C)(F)F